2-[1-(2-chlorophenyl)-1-(5-methyl-1,3,4-oxadiazol-2-yl)propan-2-yl]-5-methoxy-1-methyl-6-oxopyrimidine-4-carboxylic acid ethyl ester C(C)OC(=O)C=1N=C(N(C(C1OC)=O)C)C(C(C=1OC(=NN1)C)C1=C(C=CC=C1)Cl)C